[Si](C)(C)(C(C)(C)C)OCCC(=O)C1=C(N=C(S1)Cl)Cl 3-((tert-butyldimethylsilyl)oxy)-1-(2,4-dichlorothiazol-5-yl)propan-1-one